C(C)(C)(C)OC(=O)N([C@@H](CCCCN)C(=O)O)C N2-(tert-butoxycarbonyl)-N2-methyl-L-lysine